8-(3-methoxy-1H-pyrazolo[3,4-b]pyrazin-6-yl)-2-(6-(trifluoromethyl)pyridin-3-yl)-2,8-diazaspiro[4.5]decan-1-one COC1=NNC2=NC(=CN=C21)N2CCC1(CCN(C1=O)C=1C=NC(=CC1)C(F)(F)F)CC2